3-(4-Bromophenyl)-11-methyl-11H-imidazo[1',2':1,2]pyrido[3,4-b]indole BrC1=CC=C(C=C1)C1=CN=C2N1C=CC1=C2N(C2=CC=CC=C12)C